(3S)-1-(3-chloro-2-piperazin-1-yl-6-quinolyl)pyrrolidin-3-amine ClC=1C(=NC2=CC=C(C=C2C1)N1C[C@H](CC1)N)N1CCNCC1